2-isopropyl-7-(3-(piperidine-1-carbonyl)pyrazolo[1,5-a]pyridin-7-yl)-3,4-dihydroisoquinolin-1(2H)-one C(C)(C)N1C(C2=CC(=CC=C2CC1)C1=CC=CC=2N1N=CC2C(=O)N2CCCCC2)=O